FC1=C(C(=O)NNC(=O)N2CCC(CC2)NC2=NC(=NC(=N2)N2C(=NC3=C2C=CC=C3OC)C(F)F)N3CCOCC3)C=CC(=C1)F N'-(2,4-difluorobenzoyl)-4-((4-(2-(difluoromethyl)-4-methoxy-1H-benzo[d]imidazol-1-yl)-6-morpholino-1,3,5-triazin-2-yl)amino)piperidine-1-carboxylic acid hydrazide